tert-butyl (1'-(4-amino-2-fluorophenyl)-3',3'-difluoro-[1,4'-bipiperidin]-4-yl)carbamate NC1=CC(=C(C=C1)N1CC(C(CC1)N1CCC(CC1)NC(OC(C)(C)C)=O)(F)F)F